1,2-dimethyl-4-hydroxybenzene CC1=C(C=C(C=C1)O)C